C(C)(C)(C)OC(=O)N1CC(CC1)C(C(=O)OC)C 3-(2-Methoxy-1-methyl-2-oxo-ethyl)pyrrolidine-1-carboxylic acid tert-butyl ester